FC=1C(=C(C(=CC1F)N)N)C 4,5-difluoro-3-methylbenzene-1,2-diamine